Methoxycyclopropanecarboxylic acid COC1(CC1)C(=O)O